OC1(C(=CC(CC1(C)C)=O)C)/C=C/C(=C\C(=O)[O-])/C(F)(F)F (2E,4E)-5-(1-hydroxy-2,6,6-trimethyl-4-oxocyclohex-2-en-1-yl)-3-(trifluoromethyl)penta-2,4-dienoate